ClC1=C(CN2CCN(C3=CC=CC=C23)C(CCN2CCCC2)=O)C=CC=C1 1-(4-(2-chlorobenzyl)-3,4-dihydroquinoxalin-1(2H)-yl)-3-(pyrrolidin-1-yl)propan-1-one